COC=1C=CC2=CN(N=C2C1C)C 6-methoxy-2,7-dimethylindazol